3-(4,4-difluoro-5,5-dimethyl-4,5-dihydrothieno[2,3-c]pyridin-7-yl)-quinoline FC1(C2=C(C(=NC1(C)C)C=1C=NC3=CC=CC=C3C1)SC=C2)F